FC1=CC=C(C=N1)C=1SC=C(N1)C(=O)NC1=CC2=CN(N=C2C=C1C1=CC(=CC=C1)O)CCN1CCOCC1 2-(6-fluoropyridin-3-yl)-N-(6-(3-hydroxyphenyl)-2-(2-morpholinoethyl)-2H-indazol-5-yl)thiazole-4-carboxamide